ClC1=NC=C(C(=N1)C1=C(C2=C(C3(N(C2=O)C)CCOCC3)S1)C)F 2'-(2-Chloro-5-fluoropyrimidin-4-yl)-3',5'-dimethyl-2,3,5,6-tetrahydrospiro[pyran-4,6'-thieno[2,3-c]pyrrol]-4'(5'H)-one